2-chloro-4-[4-(9-hydroxy-2,2-dioxido-3,4,6,7,8,9-hexahydropyrido[2,1-c][1,2,4]thiadiazin-9-yl)phenoxy]benzonitrile ClC1=C(C#N)C=CC(=C1)OC1=CC=C(C=C1)C1(CCCN2C1=NS(CC2)(=O)=O)O